tert-butyl 2-phenyl-6-(4,4,5,5-tetramethyl-1,3,2-dioxaborolan-2-yl)-1H-indole-1-carboxylate C1(=CC=CC=C1)C=1N(C2=CC(=CC=C2C1)B1OC(C(O1)(C)C)(C)C)C(=O)OC(C)(C)C